1-(2-(Aziridin-1-yl)-1-(3-chlorophenyl)ethyl)-4-(5-morpholino-1-tosyl-1H-pyrrolo[2,3-b]pyridin-3-yl)pyridin-2(1H)-one N1(CC1)CC(C1=CC(=CC=C1)Cl)N1C(C=C(C=C1)C1=CN(C2=NC=C(C=C21)N2CCOCC2)S(=O)(=O)C2=CC=C(C)C=C2)=O